C(CCC)[C@@H]1N([C@@H](C2=CC=C(C=C2C1)OC)C1=CC=C(C=C1)NC(=O)C1CCC1)C(C#C)=O N-(4-((1R,3S)-3-butyl-6-methoxy-2-propioloyl-1,2,3,4-tetrahydroisoquinolin-1-yl)phenyl)cyclobutanecarboxamide